BrC1=C2C=C(C=NC2=C(C=C1)C)OC 5-bromo-3-methoxy-8-methylquinoline